2-[(6-nitro-2-oxo-3,4-dihydroquinolin-1-yl)methyl]-6-(trifluoromethyl)benzonitrile [N+](=O)([O-])C=1C=C2CCC(N(C2=CC1)CC1=C(C#N)C(=CC=C1)C(F)(F)F)=O